Undecane-3,9-dione CCC(CCCCCC(CC)=O)=O